((S)-1-hydroxyethyl)-1-methyl-1H-1,2,4-triazol O[C@@H](C)C1=NN(C=N1)C